CN1[C@@H]([C@H](CC1=O)C(=O)NCCOCCOCCC(=O)OC(C)(C)C)C=1C=NC=CC1 tert-Butyl 3-(2-(2-((2S,3S)-1-methyl-5-oxo-2-(pyridin-3-yl)pyrrolidine-3-carboxamido) ethoxy)ethoxy)propanoate